2-(chloromethyl)-7,8-difluoroquinazolin-4(3H)-one ClCC1=NC2=C(C(=CC=C2C(N1)=O)F)F